OC1=C(C=C(C=C1)NS(=O)(=O)C1=CC=C(C=C1)C)N1N=CN=C1 N-(4-hydroxy-3-(1H-1,2,4-triazol-1-yl)phenyl)-4-methylbenzenesulfonamide